6-Bromo-3-fluoro-4-methoxy-pyrazolo[1,5-a]pyridine BrC=1C=C(C=2N(C1)N=CC2F)OC